CN1N=CC(=C1)C=1N=C2N(N=CC=C2N2CC3CCC(C2)N3C(=O)OC(C)(C)C)C1 tert-butyl 3-(2-(1-methyl-1H-pyrazol-4-yl)imidazo[1,2-b]pyridazin-8-yl)-3,8-diazabicyclo[3.2.1]octane-8-carboxylate